BrC=1C(=C(C=C(C1)Cl)NC1=NC=NC2=CC3=C(C=C12)OCCO3)F N-(3-bromo-5-chloro-2-fluorophenyl)-7,8-dihydro[1,4]dioxino[2,3-g]quinazolin-4-amine